CC(C(=O)O)C(=O)O 2-methylmalonic acid